O1S(OCCC1)(=O)=O 1,3,2-dioxathian 2,2-dioxide